FC1(CC(C1)N1C(NC(C=C1)=O)=O)F 1-(3,3-difluorocyclobutyl)pyrimidine-2,4(1H,3H)-dione